6-bromo-2-(methylsulfanyl)-7-(3,4,5-trifluorophenyl)-3H-imidazo[2,1-f][1,2,4]triazin-4-one BrC=1N=C2C(NC(=NN2C1C1=CC(=C(C(=C1)F)F)F)SC)=O